ClC1=NN(C(=C1S(=O)(=O)N1CCC(CC1)C=1C(=CC=2N(C1)N=CN2)F)C)C([2H])([2H])[2H] 6-(1-((3-chloro-5-methyl-1-(methyl-d3)-1H-pyrazol-4-yl)sulfonyl)piperidin-4-yl)-7-fluoro-[1,2,4]triazolo[1,5-a]pyridine